BrC=1N(C(=C(N1)[N+](=O)[O-])Br)CC=C 2,5-dibromo-4-nitro-1-(vinylmethyl)imidazole